3-(3-(cyclopropylmethyl)-7-((3-fluoro-1-methylpiperidin-4-yl)amino)benzofuran-2-yl)prop-2-yn C1(CC1)CC1=C(OC2=C1C=CC=C2NC2C(CN(CC2)C)F)C#CC